O(S(=O)(=O)C(F)(F)F)C1=CCC(CC1)CCC1=CC=CC=C1 4-Phenylethylcyclohex-1-en-1-yl triflate